FC1=CC(=CC=C1C1=CC(=CC=C1)CN1CCOCC1)N1CCN(CC1)C 6-fluoro-4-(4-methylpiperazin-1-yl)-3'-(morpholinomethyl)-[1,1'-biphenyl]